n-octylethoxysilane C(CCCCCCC)[SiH2]OCC